ClC=1C=NC(=NC1)OC1=C(C(=CC=C1)Cl)C1=CC(=NO1)C(F)F 5-chloro-2-(2-[3-(difluoromethyl)-5-isoxazolyl]-3-chlorophenoxy)pyrimidine